ClC1=C(C=CC=C1NC1=CC=C(C=C1)OC(F)F)[C@@]1(CC(N(C(N1)=N)C1CCOCC1)=O)C (6S)-6-{2-Chloro-3-[4-(difluoro-methoxy)anilino]phenyl}-2-imino-6-methyl-3-(tetrahydropyran-4-yl)hexahydropyrimidin-4-one